3-(2-fluorobenzylidene)-5-(4-pyridyl)-N-(4-bromobenzenesulfonyl)-4-piperidone FC1=C(C=C2CN(CC(C2=O)C2=CC=NC=C2)S(=O)(=O)C2=CC=C(C=C2)Br)C=CC=C1